C(C)(C)(C)OC(=O)N1CCC(CC1)N1C(NC2=C1C=CC=C2C)=O 4-(4-methyl-2-oxo-2,3-dihydro-1H-1,3-benzodiazol-1-yl)piperidine-1-carboxylic acid tert-butyl ester